FC(C(C(=O)OC(C)C)=C)(F)F iso-propyl 2-trifluoromethylacrylate